(3S,11aR)-7-((4-((2-(trifluoromethyl)pyridin-4-yl)oxy)benzyl)oxy)-6-methyl-3,4-dihydro-1H,9H,11H-3,11a-methanopyrimido[6',1':2,3]imidazo[5,1-c][1,4]oxazin-9-one FC(C1=NC=CC(=C1)OC1=CC=C(COC2=NC(N3C(N4[C@@]5(CO[C@H](C4)C5)C3)=C2C)=O)C=C1)(F)F